2-[4-[2-[(4-chloro-2-fluoro-phenyl)methoxy]-3-pyridyl]-2,5-difluoro-phenyl]acetic acid ClC1=CC(=C(C=C1)COC1=NC=CC=C1C1=CC(=C(C=C1F)CC(=O)O)F)F